2-(3-(cyclopropylmethoxy)phenoxy)-N-(6-quinolyl)acetamide C1(CC1)COC=1C=C(OCC(=O)NC=2C=C3C=CC=NC3=CC2)C=CC1